N1(CCOCC1)C(C)S(=O)(=O)O (N-morpholinyl)-ethanesulfonic acid